1-((1r,4r)-4-((4-(2,6-dioxopiperidin-3-yl)pyridin-2-yl)amino)cyclohexane-1-carbonyl)piperidine-4-carboxylic acid O=C1NC(CCC1C1=CC(=NC=C1)NC1CCC(CC1)C(=O)N1CCC(CC1)C(=O)O)=O